Methyl 4-[[6-(3,4-difluoro-2-methyl-phenoxy)-2-methyl-3-(trifluoromethyl)benzoyl]amino]-5-methyl-pyridine-2-carboxylate FC=1C(=C(OC2=CC=C(C(=C2C(=O)NC2=CC(=NC=C2C)C(=O)OC)C)C(F)(F)F)C=CC1F)C